OCC1=CC(=C(C=N1)C=1C=2N(C3=CC(=NC=C3C1)NC(OC(C)(C)C)=O)N=CN2)C tert-butyl N-{4-[6-(hydroxymethyl)-4-methylpyridin-3-yl]-[1,2,4]triazolo[1,5-a]1,6-naphthyridin-8-yl}carbamate